4-((5-carbamoyl-4-methoxy-1,3-benzodiazol-1-yl)methyl)phenylboronic acid C(N)(=O)C1=C(C2=C(N(C=N2)CC2=CC=C(C=C2)B(O)O)C=C1)OC